(2-fluorophenyl)-[7-(methylamino)-3,4-dihydro-2H-quinolin-1-yl]methanone FC1=C(C=CC=C1)C(=O)N1CCCC2=CC=C(C=C12)NC